N-[4-(2-chloro-6-methyl-phenoxy)-6-(2,6-dimethylphenyl)pyrimidin-2-yl]-1-methyl-pyrazole-4-sulfonamide ClC1=C(OC2=NC(=NC(=C2)C2=C(C=CC=C2C)C)NS(=O)(=O)C=2C=NN(C2)C)C(=CC=C1)C